(1s,4s)-4-(2-(4-((4-fluoro-3-methylphenyl)carbamoyl)-1,3,5-trimethyl-1H-pyrrol-2-yl)-2-oxoacetamido)cyclohexane-1-carboxylic acid FC1=C(C=C(C=C1)NC(=O)C=1C(=C(N(C1C)C)C(C(=O)NC1CCC(CC1)C(=O)O)=O)C)C